(((1E)-1-(3-Bromo-2-(ethoxycarbonyl)-1H-indol-7-yl)ethylidene)amino)((R)-tert-butyl)sulfaniumolate BrC1=C(NC2=C(C=CC=C12)\C(\C)=N\[S+]([O-])C(C)(C)C)C(=O)OCC